(ethylenedioxy-dipropylene)bismaleimide C(OCC(C)C=1C(=O)NC(C1)=O)COCC(C)C=1C(=O)NC(C1)=O